N-(2-(4-methoxynaphthalen-1-yl)ethyl)-N-methylpropan-2-amine fumarate C(\C=C\C(=O)O)(=O)O.COC1=CC=C(C2=CC=CC=C12)CCN(C(C)C)C